COC1=CC=C(C=C1)N1C=[N+](C2=C1C(C1=CC=CC=C1C2=NO)=O)C (E)- or (Z)-1-(4-methoxyphenyl)-4-(hydroxyimino)-3-methyl-9-oxo-4,9-Dihydro-1H-naphtho[2,3-d]imidazol-3-ium